(S)-1-(4-fluorobenzyl)-N-(5-methyl-7-(1,4-oxazepan-4-yl)-4-oxo-2,3,4,5-tetrahydrobenzo[b][1,4]oxazepin-3-yl)-1H-1,2,4-triazole-3-carboxamide FC1=CC=C(CN2N=C(N=C2)C(=O)N[C@@H]2C(N(C3=C(OC2)C=CC(=C3)N3CCOCCC3)C)=O)C=C1